O(C1=CC=CC=C1)C1=CC(=NC=C1)C(=O)O 4-phenoxypyridine-2-carboxylic acid